C(#C)C=1C=CC=C2C=C(N(C(C12)=O)C1=CC=CC=C1)[C@H](C)NC(=O)C=1C(=NN2C1N=CC=C2)NS(N)(=O)=O (S)-N-(1-(8-ethynyl-1-oxo-2-phenyl-1,2-dihydroisoquinolin-3-yl)ethyl)-2-(sulfamoylamino)pyrazolo[1,5-a]pyrimidine-3-carboxamide